C(C)(C)(C)OC(=O)N1CC2(CCC2=O)C1 1-Oxo-6-azaspiro[3.3]heptane-6-carboxylic acid tert-butyl ester